C1N(CCC2=CC=CC=C12)CC(CNC(=O)C=1SC2=C(CN(CC2)C)N1)O N-(3-(3,4-dihydroisoquinolin-2(1H)-yl)-2-hydroxypropyl)-5-methyl-4,5,6,7-tetrahydrothiazolo[4,5-c]pyridine-2-carboxamide